5-(8-Amino-6-methylimidazo[1,2-a]pyrazin-3-yl)-N-(3-cyanobicyclo[1.1.1]pentan-1-yl)-2-fluorobenzenesulfonamide trifluoroacetate salt FC(C(=O)O)(F)F.NC=1C=2N(C=C(N1)C)C(=CN2)C=2C=CC(=C(C2)S(=O)(=O)NC21CC(C2)(C1)C#N)F